NNC(=N)C=1C=C(C=CC1)NC(=O)C1=CC2=C(OCO2)C=C1OC1=C(C=C(C=C1)F)C N-(3-Aminocarbamimidoylphenyl)-6-(4-fluoro-2-methylphenoxy)benzo[d][1,3]dioxolane-5-carboxamide